C(C)C1=CC2=C(C(C=3NC4=CC(=CC=C4C3C2=O)C#C[Si](C)(C)C)(C)C)C=C1C1CCN(CC1)C(=O)O 4-(9-ethyl-6,6-dimethyl-11-oxo-3-((Trimethylsilyl)ethynyl)-6,11-dihydro-5H-benzo[b]carbazol-8-yl)piperidine-1-carboxylic acid